methyl 3'-fluoro-5'-methoxy-2',6-dimethyl-[4,4'-bipyridine]-3-carboxylate FC=1C(=NC=C(C1C1=C(C=NC(=C1)C)C(=O)OC)OC)C